NC=1N=[N+](C2=C(N1)C=CC=C2)[O-] 3-amino-1,2,4-benzotriazine-1-oxide